O=C1C(CN(C1)C(=O)OC(C)(C)C)C(=O)OCC O1-tert-Butyl O3-ethyl 4-oxo-pyrrolidine-1,3-dicarboxylate